(RS)-2-(4-fluorophenyl)-4-methyl-3-(pyridin-4-yl)-6,7-dihydropyrazolo[1,5-a]pyrazin FC1=CC=C(C=C1)C1=NN2C(C(=NCC2)C)=C1C1=CC=NC=C1